1-chloro-3-(5-(difluoromethyl)-1,3,4-thiadiazol-2-yl)-N-(1-methylcyclopropyl)-8-(1,2,3,6-tetrahydropyridin-4-yl)imidazo[1,5-a]pyridine-6-sulfonamide formate C(=O)O.ClC=1N=C(N2C1C(=CC(=C2)S(=O)(=O)NC2(CC2)C)C=2CCNCC2)C=2SC(=NN2)C(F)F